CS(=O)(=O)N1CC(N(CC1)C(=O)C1=C(C=C(C=C1)NC(=O)C1CC1)N1CCCC1)C1=CC=CC=C1 N-[4-(4-methylsulfonyl-2-phenylpiperazine-1-carbonyl)-3-pyrrolidin-1-ylphenyl]cyclopropanecarboxamide